(1-(2,6-dichloro-4-(trifluoromethyl)phenyl)-5-methyl-1H-pyrazol-4-yl)methanol ClC1=C(C(=CC(=C1)C(F)(F)F)Cl)N1N=CC(=C1C)CO